FC(C=1N=CC(=NC1)NC[C@@H]1[C@@H](OC(CN1C(=O)OC(C)(C)C)(F)F)C)F tert-butyl (5R,6S)-5-(((5-(difluoromethyl)pyrazin-2-yl)amino)methyl)-2,2-difluoro-6-methylmorpholine-4-carboxylate